C(C)OC=1C(=CC(=C(C1)C=1C=NC=CC1)OC)C(F)(F)F 3-(5-ethoxy-2-methoxy-4-(trifluoromethyl)phenyl)pyridine